tert-butyl 7-(2-((5-cyanopyridin-2-yl)((6-methylpyridin-3-yl)methyl)amino)ethyl)-6,8-dioxa-2-azaspiro[3.5]nonane-2-carboxylate C(#N)C=1C=CC(=NC1)N(CCC1OCC2(CN(C2)C(=O)OC(C)(C)C)CO1)CC=1C=NC(=CC1)C